C(C)(=O)C1=C(N=C(C(=N1)SC=1C(=C2C(N(C=NC2=CC1)CCOC)=O)Cl)N)N1CCC2([C@@H]([C@@H](OC2)C)N)CC1 6-[6-acetyl-3-amino-5-[(3S,4S)-4-amino-3-methyl-2-oxa-8-azaspiro[4.5]decan-8-yl]pyrazine-2-yl]sulfanyl-5-chloro-3-(2-methoxyethyl)quinazolin-4-one